methyl 2,3-dihydrospiro[indene-1,2'-[1,3]dithiolane]-5-carboxylate S1C2(SCC1)CCC1=CC(=CC=C12)C(=O)OC